8-amino-N-cyclopropyl-5-(4-(1-(2-(dimethylamino)-2-oxoethyl)-1H-pyrazol-4-yl)phenyl)-1,7-naphthyridine-3-carboxamide NC=1N=CC(=C2C=C(C=NC12)C(=O)NC1CC1)C1=CC=C(C=C1)C=1C=NN(C1)CC(=O)N(C)C